[3-(2-Aminoethylamino)propyl]trimethoxysilane NCCNCCC[Si](OC)(OC)OC